4-{2-[(4-chloro-6-methoxyquinolin-7-yl)oxy]ethyl}morpholine tert-butyl-4-[1-(2,6-dibenzyloxy-3-pyridyl)-3-methyl-2-oxo-benzimidazol-5-yl]piperazine-1-carboxylate C(C)(C)(C)OC(=O)N1CCN(CC1)C1=CC2=C(N(C(N2C)=O)C=2C(=NC(=CC2)OCC2=CC=CC=C2)OCC2=CC=CC=C2)C=C1.ClC1=CC=NC2=CC(=C(C=C12)OC)OCCN1CCOCC1